OC1(C(N(C2=CC=CC=C12)C=1C=C(C=NC1)CC1=NNC(C2=CC=CC=C12)=O)=O)C 4-((5-(3-Hydroxy-3-methyl-2-oxoindolin-1-yl)pyridin-3-yl)methyl)phthalazin-1(2H)-one